N-benzyl-3-((4-(1-hydroxyethyl)-6-(3-methylisoxazol-4-yl)-1-oxoisoquinolin-2(1H)-yl)methyl)benzamide C(C1=CC=CC=C1)NC(C1=CC(=CC=C1)CN1C(C2=CC=C(C=C2C(=C1)C(C)O)C=1C(=NOC1)C)=O)=O